OC(C)(C)C=1C=C(SC1)[S@@](=O)(N)=NC(NC1=C2C(=CC=3CCCC13)CC2)=O |r| (R) and (S)-4-(2-hydroxypropan-2-yl)-N'-((2,4,5,6-tetrahydro-1H-cyclobuta[f]inden-3-yl)carbamoyl)thiophene-2-sulfonimidamide